1-[2-(5-methyl-3-trifluoromethyl-1H-pyrazol-1-yl)acetyl]-4-piperidinecarbonitrile CC1=CC(=NN1CC(=O)N1CCC(CC1)C#N)C(F)(F)F